S(N)(=O)(=O)C=1C=C(C2=C(N=C(O2)N2CC3CCCC(C2)N3C(=O)OC(C)(C)C)C1)C=1SC=CN1 tert-Butyl 3-(5-sulfamoyl-7-(thiazol-2-yl)benzo[d]oxazol-2-yl)-3,9-diazabicyclo[3.3.1]nonane-9-carboxylate